[Br-].C[N+](CC(COCCCCCCCC\C=C/CCCCCCCC)OCCCCCCCC\C=C/CCCCCCCC)(CCCCCO)C dimethyl-5-hydroxypentyl-2,3-dioleyloxypropylammonium bromide